(3-cyclopropylpyrazolo[1,5-a]pyridin-5-yl)methanol C1(CC1)C=1C=NN2C1C=C(C=C2)CO